Lithium Bis(trifluoromethylsulfonyl)imide salt [N-](S(=O)(=O)C(F)(F)F)S(=O)(=O)C(F)(F)F.[Li+]